(E)-2-(2-benzyloxyethoxy)-4-{2-[4-(N,N-diisopropylamino)phenethylsulfonyl]vinyl}phenol C(C1=CC=CC=C1)OCCOC1=C(C=CC(=C1)\C=C\S(=O)(=O)CCC1=CC=C(C=C1)N(C(C)C)C(C)C)O